FC=1C=C(C=NC1)C1=C(C=CC(=C1)[N+](=O)[O-])CCO 2-(2-(5-fluoropyridin-3-yl)-4-nitrophenyl)ethanol